6-[2-(3-chloro-2-pyridyl)-5-(trifluoromethyl)pyrazol-3-yl]-2,2-difluoro-4-methyl-[1,3]dioxolo[4,5-g][3,1]benzoxazin-8-one ClC=1C(=NC=CC1)N1N=C(C=C1C1=NC2=C(C(O1)=O)C=C1C(=C2C)OC(O1)(F)F)C(F)(F)F